N-(1-(5-(6-bromo-3-cyanopyrazolo[1,5-a]pyridin-4-yl)pyridin-2-yl)-4-methylpiperidine-4-yl)-3-chloromethylpyridineamide BrC=1C=C(C=2N(C1)N=CC2C#N)C=2C=CC(=NC2)N2CCC(CC2)(C)NC(=O)C2=NC=CC=C2CCl